2-(1-(tert-butoxycarbonyl)-3,3-difluoropiperidine-4-carboxamido)-9-(5,6,7,8-tetrahydro-1,8-naphthyridin-2-yl)nonanoic acid C(C)(C)(C)OC(=O)N1CC(C(CC1)C(=O)NC(C(=O)O)CCCCCCCC1=NC=2NCCCC2C=C1)(F)F